ClC=1C(=C(C=CC1)NC(=S)C=1C(NCCC1O)=O)OC N-(3-chloro-2-methoxyphenyl)-4-hydroxy-2-oxo-1,2,5,6-tetrahydropyridine-3-carbothioic acid amide